2-bromo-4-chloro-6-[[(1-cyclopropylethyl)amino]carbonyl]phenyl-1-(3-chloro-2-pyridinyl)-1H-pyrazole-5-carboxamide BrC1=C(C(=CC(=C1)Cl)C(=O)NC(C)C1CC1)C1=NN(C(=C1)C(=O)N)C1=NC=CC=C1Cl